N-[[3-[6-Fluoro-7-(2-fluoro-6-hydroxy-phenyl)-4-[(2S)-2-methyl-4-prop-2-enyl-Piperazin-1-yl]-2-oxo-pyrido[2,3-d]pyrimidin-1-yl]-2,4-dimethyl-phenyl]methyl]acetamide FC1=CC2=C(N(C(N=C2N2[C@H](CN(CC2)CC=C)C)=O)C=2C(=C(C=CC2C)CNC(C)=O)C)N=C1C1=C(C=CC=C1O)F